1-fluoroadamantan-2-amine FC12C(C3CC(CC(C1)C3)C2)N